2-(4-pentoxyphenyl)butaneN C(CCCC)OC1=CC=C(C=C1)C(=C)CC